C(C)[C@H]1O[C@@]2(CC[C@H]([C@H]1O2)O)C (1R,2R,5S,7R)-exo-7-Ethyl-5-methyl-6,8-dioxabicyclo[3.2.1]octan-2-ol